N[C@H](C(=O)OCC)C1=CN(C2=CC(=CC=C12)C1=C(C=CC=C1)C(F)(F)F)CC(C)(C)C ethyl (S)-2-amino-2-(1-neopentyl-6-(2-(trifluoromethyl)phenyl)-1H-indol-3-yl)acetate